4-chloro-2,3-dihydro-1H-inden ClC1=C2CCCC2=CC=C1